8-(4-chlorophenyl)-7-(4-fluorobenzyl)-1-(3-hydroxypropyl)-3-methyl-1H-purine-2,6(3H,7H)-dione ClC1=CC=C(C=C1)C1=NC=2N(C(N(C(C2N1CC1=CC=C(C=C1)F)=O)CCCO)=O)C